OC1=C(C(=O)C2=CC=C(C=C2)C)C=CC(=C1)OC 2-Hydroxy-4-methoxy-4'-methylbenzophenone